2-(tert-butyl) 1-methyl (1R)-7-(3-((3aS,4S,6S,7aR)-3a,5,5-trimethylhexahydro-4,6-methanobenzo[d][1,3,2]dioxaborol-2-yl)propyl)-2-azabicyclo[2.2.1]heptane-1,2-dicarboxylate C[C@]12[C@H](OB(O1)CCCC1[C@@]3(N(CC1CC3)C(=O)OC(C)(C)C)C(=O)OC)C[C@H]3C([C@@H]2C3)(C)C